2-methyl-2-pyrazolo[1,5-a]pyridin-6-yl-propionic acid CC(C(=O)O)(C)C=1C=CC=2N(C1)N=CC2